N1=CNC2=C1C=CC=C2 benzo[4,5]imidazole